NC(C(=O)NCCN(CC#C)C)(C)C 2-amino-2-methyl-N-(2-(methyl-(prop-2-yn-1-yl)amino)ethyl)propionamide